FC1=CC=C(C=C1)C1=C(CCC(C1)(C)C)CN1C(CN(CC1C)CC=1C=C2CN(C(C2=CC1)=O)C1C(NC(CC1)=O)=O)C 3-(5-((4-((4'-fluoro-5,5-dimethyl-3,4,5,6-tetrahydro-[1,1'-biphenyl]-2-yl)methyl)-3,5-dimethylpiperazin-1-yl)methyl)-1-oxoisoindolin-2-yl)piperidine-2,6-dione